C(C)(C)(C)OC(=O)N1CCC(CC1)OC1=NC=CC=C1 4-(pyridin-2-yloxy)piperidine-1-carboxylic acid tert-butyl ester